6-(bromomethyl)-2-methylbenzo[f]quinoxalin-3(4H)-one BrCC=1C2=C(C=3N=C(C(NC3C1)=O)C)C=CC=C2